CC1(OB(OC1(C)C)C=1CCOC(C1)C=1C=CC(N(C1)C(F)(F)F)=O)C 5-[4-(4,4,5,5-tetramethyl-1,3,2-dioxaborolan-2-yl)-3,6-dihydro-2H-pyran-6-yl]-1-(trifluoromethyl)pyridin-2-one